OC(C(=S)O)CCC.C(CC(O)(C(=O)O)CC(=O)O)(=O)O citric acid-2-hydroxy-4-methylthiobutanoic acid salt